3-(5-(((1R,2S)-2-(bicyclo[3.1.0]hexan-3-ylamino)cyclohexyl)methyl)-1-oxoisoindolin-2-yl)piperidine-2,6-dione C12CC(CC2C1)N[C@@H]1[C@H](CCCC1)CC=1C=C2CN(C(C2=CC1)=O)C1C(NC(CC1)=O)=O